methyl 4-chloro-2-(2,6-dichloro-4-(trifluoromethyl)phenyl)quinoline-7-carboxylate ClC1=CC(=NC2=CC(=CC=C12)C(=O)OC)C1=C(C=C(C=C1Cl)C(F)(F)F)Cl